(2-chloro-5-methoxy-3-pyridinyl)boronic acid ClC1=NC=C(C=C1B(O)O)OC